1-(benzyloxy)-9-hydroxy-6-methyl-7,8,9,10-tetrahydro-7,10-methanopyrido[4,3-c]azocin-5(6H)-one C(C1=CC=CC=C1)OC1=NC=CC=2C(N(C3CC(C(C21)C3)O)C)=O